3-(2-(5-((3R,SR)-3-Amino-5-fluoropiperidin-1-carbonyl)-7-methoxy-1-methyl-1H-benzo[d]imidazol-2-yl)-1-(cyclopropylmethyl)-1H-indol-7-yl)-N,N-dimethylcyclobutan-1-carboxamid N[C@H]1CN(C[C@H](C1)F)C(=O)C1=CC2=C(N(C(=N2)C=2N(C3=C(C=CC=C3C2)C2CC(C2)C(=O)N(C)C)CC2CC2)C)C(=C1)OC |&1:5|